7-chloro-1-methyl-N4-(5,6,7,8-tetrahydroquinolin-3-yl)-1H-benzo[d]imidazole-2,4-diamine ClC1=CC=C(C2=C1N(C(=N2)N)C)NC=2C=NC=1CCCCC1C2